(1,2,2,6,6-pentamethyl-4-piperidyl) 1,2,3,4-butanetetracarboxylate C(C(C(CC(=O)[O-])C(=O)[O-])C(=O)[O-])C(=O)OC1CC(N(C(C1)(C)C)C)(C)C